N1(CCCC1)C(=CC(=O)[O-])C 3-pyrrolidin-1-yl-but-2-enoate